NC1=C(C=C(C=C1)NC1=NC=C2CCN(CC2=C1)C1=C(C2=C(OCCN2C(=O)OC(C)(C)C)N=C1)C)C tert-butyl 7-{7-[(4-amino-3-methylphenyl) amino]-1,2,3,4-tetrahydro-2,6-naphthyridin-2-yl}-8-methyl-1H,2H,3H-pyrido[2,3-b][1,4]oxazine-1-carboxylate